2-chloro-4-((1-methyl-1H-indol-7-yl)oxy)benzene ClC1=CC=CC(=C1)OC=1C=CC=C2C=CN(C12)C